2,4-Dichloro-6,7-dihydropyrido[3,4-d]pyrimidin-8(5H)-one ClC=1N=C(C2=C(N1)C(NCC2)=O)Cl